5-[4-(2-Cyclobutylsulfanyl-pyridin-3-yl)-phenyl]-5-methyl-hexanoic acid C1(CCC1)SC1=NC=CC=C1C1=CC=C(C=C1)C(CCCC(=O)O)(C)C